2-methyl-3-[4-(2-methyl-2-propanyl)phenyl]propanal CC(C=O)CC1=CC=C(C=C1)C(C)(C)C